FC1=C(C=CC(=C1F)OC)C1=CN=C(N1C)C(=O)NC1=CC(=C(C(=O)O)C=C1)CC 4-(5-(2,3-difluoro-4-methoxyphenyl)-1-methyl-1H-imidazole-2-carboxamido)-2-ethylbenzoic acid